C(C1=CC=CC=C1)N[C@@H]1[C@H]2[C@]34C=5C(=C(C=CC5C[C@H]([C@@]3(CC1)O)N(CC4)CC4CC4)O)O2 6a-benzylamino-17-cyclopropylmethyl-3,14-dihydroxy-4,5a-epoxy-morphinan